(S)-2-amino-3-(4-nitrophenyl)propanoic acid N[C@H](C(=O)O)CC1=CC=C(C=C1)[N+](=O)[O-]